6-chloro-7-((R)-2-(((3-chloropyridin-2-yl)oxy)methyl)pyrrolidin-1-yl)-1-(1-methyl-pyrrolidin-3-yl)-4-oxo-1,4-dihydroquinoline-3-carboxylic acid ClC=1C=C2C(C(=CN(C2=CC1N1[C@H](CCC1)COC1=NC=CC=C1Cl)C1CN(CC1)C)C(=O)O)=O